5-amino-7-(3-bromophenyl)-3-(4-methoxyphenyl)-7H-thiazolo[3,2-a]pyrimidine-6-carbonitrile NC1=C(C(N=C2N1C(=CS2)C2=CC=C(C=C2)OC)C2=CC(=CC=C2)Br)C#N